FC1(CCN(CC1)C1=NC=2C=CC(=CC2C=2N1C=NN2)C)F 5-(4,4-difluoropiperidin-1-yl)-9-methyl-[1,2,4]triazolo[4,3-c]quinazolin